((4-((tert-butyldimethylsilyl)oxy)butyl)azanediyl)bis(5,5-dimethyl-hexane-6,1-diyl) bis(2-(cyclobutylmethyl)decanoate) C1(CCC1)CC(C(=O)OCCCCC(CN(CC(CCCCOC(C(CCCCCCCC)CC1CCC1)=O)(C)C)CCCCO[Si](C)(C)C(C)(C)C)(C)C)CCCCCCCC